C(C)OC([C@H](C1=C(C2=C(N=C(S2)C=2C=C3C(=NN(C3=CC2)C)C2COCC2)C=C1C)C1=CC=C(C=C1)Cl)OC(C)(C)C)=O.C(CC)C(=C(C1CCCCC1)C1CCCCC1)CCC propyl-dicyclohexyl-pentene ethyl-(2S)-2-(tert-butoxy)-2-(7-(4-chlorophenyl)-5-methyl-2-(1-methyl-3-(tetrahydrofuran-3-yl)-1H-indazol-5-yl)benzo[d]thiazol-6-yl)acetate